diamino-3,3'-biphenylic acid NC1=C(C(=C(C=C1)C(=O)O)N)C=1C=CC=CC1